Cl.O1N=CC(=C1)C1=C2CCO[C@@H](C2=CC=C1)CN |o1:11| rel-(S)-(5-(Isoxazol-4-yl)isochroman-1-yl)methanamine hydrochloride salt